COC=1C=C2C(=NC(=NC2=CC1OC)C)NC(C)C=1SC(=CC1)C1=CC2=C(N(CCO2)C)C=C1 6,7-dimethoxy-2-methyl-N-{1-[5-(4-methyl-3,4-dihydro-2H-1,4-benzoxazin-7-yl)thiophen-2-yl]ethyl}-quinazolin-4-amine